ClC=1C=C2C(=NC(=NC2=C(C1C=1C(=CC=C2C=NN(C12)C)C)F)N1CC(C1)N(C)C)N1C[C@@H](N(C[C@H]1C)C(C=C)=O)C 1-((2S,5R)-4-((S)-6-chloro-7-(1,6-dimethyl-1H-indazol-7-yl)-2-(3-(dimethylamino)azetidin-1-yl)-8-fluoroquinazolin-4-yl)-2,5-dimethylpiperazin-1-yl)prop-2-en-1-one